2-(1-benzhydryl-3,3-difluoropiperidin-4-yl)-6-bromo-1,2,3,4-tetrahydroisoquinoline C(C1=CC=CC=C1)(C1=CC=CC=C1)N1CC(C(CC1)N1CC2=CC=C(C=C2CC1)Br)(F)F